O1NC(=CC=C1)NCC1CN(CC1)C=1N=NC(=CN1)C1=C(C=C(C=C1)C=1C=NNC1)O 2-[3-(3-{[(oxazin-3-yl)amino]methyl}pyrrolidin-1-yl)-1,2,4-triazin-6-yl]-5-(1H-pyrazol-4-yl)phenol